3,5-dibromo-4-fluorobenzyl bromide BrC=1C=C(CBr)C=C(C1F)Br